N[C@@H](CC)C1=C2C=C(N=CC2=C(N=C1)OC1CN(C1)C(=O)[C@H]1[C@H](C1)F)NC1=CC=C2C(=N1)[C@H](C(OC2=O)(C)C)C (R)-2-((5-((S)-1-aminopropyl)-8-((1-((1S,2S)-2-fluorocyclopropane-1-carbonyl)azetidin-3-yl)oxy)-2,7-naphthyridin-3-yl)amino)-7,7,8-trimethyl-7,8-dihydro-5H-pyrano[4,3-b]pyridin-5-one